C(#N)C[C@@]1(CC[C@](C=2C=CC=NC12)(C(=O)NCC1=C(C=C(C=C1CO)Cl)Cl)F)O (5S,8R)-8-(cyano-methyl)-N-(2,4-dichloro-6-(hydroxy-methyl)benzyl)-5-fluoro-8-hydroxy-5,6,7,8-tetrahydro-quinoline-5-carboxamide